(2R,4R)-6-chloro-4-hydroxy-N-[3-(4-{2-[(trifluoromethoxy)methyl]cyclopropyl}-1H-1,2,3-triazol-1-yl)bicyclo[1.1.1]pentan-1-yl]-3,4-dihydro-2H-1-benzopyran-2-carboxamide ClC=1C=CC2=C([C@@H](C[C@@H](O2)C(=O)NC23CC(C2)(C3)N3N=NC(=C3)C3C(C3)COC(F)(F)F)O)C1